3-(sulfinylmethyl)oxindole tert-butyl-N-[4-[6-fluoro-5-[[4-methyl-6-(methylamino)pyrimidin-2-yl]amino]-2,3-dihydrobenzofuran-7-yl]cyclohex-3-en-1-yl]carbamate C(C)(C)(C)OC(NC1CC=C(CC1)C1=C(C(=CC=2CCOC21)NC2=NC(=CC(=N2)C)NC)F)=O.S(=O)=CC2C(NC1=CC=CC=C21)=O